(S)-N-(5-methyl-4-oxo-2,3,4,5-tetrahydrobenzo[b][1,4]oxazepin-3-yl)-1',4',6',7'-tetrahydrospiro[cyclopropane-1,5'-indazole]-3'-carboxamide CN1C2=C(OC[C@@H](C1=O)NC(=O)C1=NNC=3CCC4(CC13)CC4)C=CC=C2